NC1=CC=C(C=N1)[C@@H]1OC[C@@H](N(C1)C/C=C/COC1=CC=C2CCC(NC2=C1)=O)C 7-(((E)-4-((2S,5S)-2-(6-aminopyridin-3-yl)-5-methylmorpholino)but-2-en-1-yl)oxy)-3,4-dihydroquinolin-2(1H)-one